CC1(OB(OC1(C)C)C=1C=C2C=CC=NC2=CC1)C 6-(4,4,5,5-tetramethyl-1,3,2-dioxaborolan-2-yl)quinoline